CC(CCCCCCCCCCC(=O)O)CCCCC(C)C 12,17-dimethyl-octadecanoic acid